C1(CC1)N1C(CC2=C(C(=CC(=C12)F)C)C1=C(C=C(C=C1O)CCC)O)=O 1-Cyclopropyl-4-(2,6-dihydroxy-4-propylphenyl)-7-fluoro-5-methylindolin-2-one